2-fluoro-acetoacetic acid ethyl ester C(C)OC(C(C(=O)C)F)=O